C(C)(C)C=1C(=NNC1)[C@@H]1[C@@H](N(CCC1)C(=O)OC)CO[C@@H]1CC[C@@H](CC1)C1=CC=CC=C1 methyl (2R,3S)-3-(4-isopropyl-1H-pyrazol-3-yl)-2-((((CIS)-4-phenylcyclohexyl)-oxy)-methyl)piperidine-1-carboxylate